BrC1=C(C=C2C(N(C(NC2=C1)=O)C=1C=NC=C2C=CC=NC12)=O)OC 7-bromo-6-methoxy-3-(1,6-naphthyridin-8-yl)quinazoline-2,4(1H,3H)-dione